(Z)-4-methoxy-4-methylpent-2-enoate COC(\C=C/C(=O)[O-])(C)C